4-[6-(4-Isopropoxyphenyl)pyrazolo[1,5-a]pyrimidin-3-yl]quinoline tert-butyl-(4-(cyclopentyloxy)-3-nitrophenyl)carbamate C(C)(C)(C)N(C(O)=O)C1=CC(=C(C=C1)OC1CCCC1)[N+](=O)[O-].C(C)(C)OC1=CC=C(C=C1)C=1C=NC=2N(C1)N=CC2C2=CC=NC1=CC=CC=C21